FC(C)(F)N1N=CC(=C1)C1(CC(C=2C=NC=3N(C21)N=C(C3)F)C(=O)N)C 8-(1-(1,1-difluoroethyl)-1H-pyrazol-4-yl)-2-fluoro-8-methyl-7,8-dihydro-6H-cyclopenta[e]pyrazolo[1,5-a]pyrimidine-6-carboxamide